tris(2,4,6-trimethylphenyl) borate B(OC1=C(C=C(C=C1C)C)C)(OC1=C(C=C(C=C1C)C)C)OC1=C(C=C(C=C1C)C)C